ClC=1C=CC(=C(C1)NC(C(=O)N[C@H](C(=O)N)CC1=CC=CC=C1)=O)N1CC(CC1)=O (S)-2-(2-((5-chloro-2-(3-oxopyrrolidin-1-yl)phenyl)amino)-2-oxoacetamido)-3-phenylpropanamide